O1CCOC2=C1C=CC=C2C2=CC=C(C(=N2)OC)NC=2C=C(CNCC=1C=NNC1)C=CC2 4-({3-[6-(2,3-Dihydro-benzo[1,4]dioxin-5-yl)-2-methoxy-pyridin-3-ylamino]-benzylamino}-methyl)-pyrazol